methyl 1-(2-nitropyridin-3-yl)-4-oxocyclohexane-1-carboxylate [N+](=O)([O-])C1=NC=CC=C1C1(CCC(CC1)=O)C(=O)OC